C(C)(=O)N1CCC(CC1)(OC)C=1CN(C2=C(C(=NC(=C2C1)Cl)C)O)C 3-(1-acetyl-4-methoxypiperidin-4-yl)-5-chloro-8-hydroxy-1,7-dimethyl-1,6-naphthyridin